C=C(C)C1=NC=2CCCCC2C(=N1)NC=1N=CN(C1)C1=CC(=C(C(=C1)OC)OC)OC 2-(prop-1-en-2-yl)-N-(1-(3,4,5-trimethoxyphenyl)-1H-imidazol-4-yl)-5,6,7,8-tetrahydroquinazolin-4-amine